1-(4-chloro-2-cyanophenyl)-4-{2'-ethoxy-3-fluoro-[2,3'-bipyridine]-5-yl}-N-[(2S)-1-(methylamino)propan-2-yl]piperidine-4-carboxamide ClC1=CC(=C(C=C1)N1CCC(CC1)(C(=O)N[C@H](CNC)C)C=1C=C(C(=NC1)C=1C(=NC=CC1)OCC)F)C#N